OCC1[C@H]2CN(C[C@@H]12)C(=O)OCC1=CC=CC=C1 Benzyl (1R,5S,6R)-6-(hydroxymethyl)-3-azabicyclo[3.1.0]hexan-3-carboxylate